neopentyl N-(((9H-fluoren-9-yl)methoxy)carbonyl)-O-(tert-butyl)-L-serinate C1=CC=CC=2C3=CC=CC=C3C(C12)COC(=O)N[C@@H](COC(C)(C)C)C(=O)OCC(C)(C)C